acrylamido-2-methyl-3,3-dimethylbutyric acid C(C=C)(=O)NC(C(=O)O)(C(C)(C)C)C